C1(=CC=CC=C1)C=1N=C2C=CC(=NC2=CC1C1=CC=CC=C1)NC(=O)NCC(CC)O 1-(6,7-diphenyl-1,5-naphthyridin-2-yl)-3-(2-hydroxybutyl)urea